CC(C(=O)O)C(CCCCCC=C)C 2,3-dimethyl-9-decenoic acid